N-(5-((3H-Spiro[isobenzofuran-1,3'-piperidin]-1'-yl)methyl)thiazol-2-yl)acetamide N1(CC2(CCC1)OCC1=CC=CC=C12)CC1=CN=C(S1)NC(C)=O